5-pivalamidopyrimidin C(C(C)(C)C)(=O)NC=1C=NC=NC1